N-methyl-2-(pyrrolidin-1-yl)ethane-1-amine CNCCN1CCCC1